P(=O)(OC(C)(C)C)(OC(C)(C)C)OCN1C(\C(\C2=CC=CC=C12)=C\1/NC2=CC=CC=C2C1=O)=O di-tert-butyl [(2Z)-2',3-dioxo-1,3-dihydro-2,3'-biindol-1'(2'H)-yl]methyl phosphate